C[SiH]=C methyl-methylenesilane